4-methyl-N-(4-phenylbutyl)benzenesulfonamide tert-butyl-N-[[1-[4-[(5-cyclopropyl-1H-pyrazol-3-yl)amino]pyrimidin-2-yl]-4,4-difluoro-pyrrolidin-3-yl]methyl]carbamate C(C)(C)(C)OC(NCC1CN(CC1(F)F)C1=NC=CC(=N1)NC1=NNC(=C1)C1CC1)=O.CC1=CC=C(C=C1)S(=O)(=O)NCCCCC1=CC=CC=C1